3-[5-[1-[2-[4-[5-fluoro-7-hydroxy-6-(1,1,4-trioxo-1,2,5-thiadiazolidin-2-yl)-2-naphthyl]pyrazol-1-yl]ethyl]-4-piperidyl]-3-methyl-2-oxo-benzimidazol-1-yl]piperidine-2,6-dione FC1=C2C=CC(=CC2=CC(=C1N1S(NC(C1)=O)(=O)=O)O)C=1C=NN(C1)CCN1CCC(CC1)C1=CC2=C(N(C(N2C)=O)C2C(NC(CC2)=O)=O)C=C1